N1CC(CC1)NC(=O)N 1-(pyrrolidin-3-yl)urea